C(\C=C/C(=O)O)(=O)O.N[C@@H]1CN(C[C@@H]([C@H]1O)C)C1=C2C(=NC=C1NC(C1=NC(=C(C=C1)F)C1=C(C=CC=C1F)F)=O)[C@@H](CC2)O N-{(R)-4-[(3R,4R,5S)-3-amino-4-hydroxy-5-methylpiperidin-1-yl]-7-hydroxy-6,7-dihydro-5H-cyclopenta[b]pyridin-3-yl}-6-(2,6-difluorophenyl)-5-fluoropicolinamide maleate